BrC1=CC(=C(C=C1)S(=O)(=O)N1CCNC2=CC=CC(=C12)C)C 4-(4-bromo-2-methyl-phenyl)sulfonyl-5-methyl-2,3-dihydro-1H-quinoxaline